2-(1H-indol-5-yl)ethan-1-amine N1C=CC2=CC(=CC=C12)CCN